N-[5-({3-cyano-1-[3-(dimethylamino)propyl]-4,5-dimethyl-1H-pyrrol-2-yl}carbamoyl)-2-methylphenyl]-1-methyl-1H-imidazole-5-carboxamide C(#N)C1=C(N(C(=C1C)C)CCCN(C)C)NC(=O)C=1C=CC(=C(C1)NC(=O)C1=CN=CN1C)C